[N+]([O-])(=NC)C Azoxymethane